2-(Boc-amino)ethylbromid C(=O)(OC(C)(C)C)NCCBr